1-(2-((1S,4aS,4bR,6aR,8R,10aS,10bR,12aS)-8-hydroxy-8-methyloctadecahydrochrysen-1-yl)-2-oxoethyl)-1H-pyrazole-4-carbonitrile O[C@]1(C[C@H]2CC[C@H]3[C@@H]4CCC[C@@H]([C@H]4CC[C@@H]3[C@H]2CC1)C(CN1N=CC(=C1)C#N)=O)C